N-(1-Adamantylmethylsulfonyl)-6-[4-[4-(3-hydroxyphenyl)thiophene-2-carbonyl]piperazin-1-yl]pyridazine-3-carboxamide C12(CC3CC(CC(C1)C3)C2)CS(=O)(=O)NC(=O)C=2N=NC(=CC2)N2CCN(CC2)C(=O)C=2SC=C(C2)C2=CC(=CC=C2)O